nickel iminoamine N=N.[Ni]